4-chloro-2-methylpyrazolo[3,4-d]pyrimidine ClC=1C=2C(N=CN1)=NN(C2)C